N4-[4-Chloro-3-(cyclopropanesulfonamido)phenyl]-N2-[4-(4-methylpiperazinyl)phenyl]-6,7-dihydro-5H-cyclopenta[d]pyrimidine-2,4-diamine ClC1=C(C=C(C=C1)NC=1C2=C(N=C(N1)NC1=CC=C(C=C1)N1CCN(CC1)C)CCC2)NS(=O)(=O)C2CC2